N-ethyl-1-methyl-6-oxo-N-(2,2,2-trifluoro-1-(4-fluorophenyl)ethyl)-1,6-dihydropyridine-3-sulfonamide C(C)N(S(=O)(=O)C1=CN(C(C=C1)=O)C)C(C(F)(F)F)C1=CC=C(C=C1)F